N-(4-(4-amino-5-(3-methoxy-4-((4-methylpyrimidin-2-yl)oxy)phenyl)-7-methyl-7H-pyrrolo[2,3-d]pyrimidin-6-yl)-3-fluorophenyl)methacrylamide NC=1C2=C(N=CN1)N(C(=C2C2=CC(=C(C=C2)OC2=NC=CC(=N2)C)OC)C2=C(C=C(C=C2)NC(C(=C)C)=O)F)C